pyridine dibromide salt [Br-].[Br-].N1=CC=CC=C1